(R)-3-(2-chloro-6-(hydroxymethyl)pyrimidin-4-yl)-10-methyl-9,10,11,12-tetrahydro-8H-[1,4]diazepino[5',6':4,5]thieno[3,2-f]quinolin ClC1=NC(=CC(=N1)C1=NC=2C=CC3=C(C2C=C1)C1=C(S3)CN[C@@H](CN1)C)CO